4,4'-methylenebis(2-(sec-butyl)cyclohexylamine) C(C1CC(C(CC1)N)C(C)CC)C1CC(C(CC1)N)C(C)CC